5-(2-((1R,2R,4S)-2-amino-7-azabicyclo[2.2.1]heptan-7-yl)-3-methyl-4-oxo-4,7-dihydro-3H-pyrrolo[2,3-d]pyrimidin-5-yl)-4-chloro-2-ethyl-2H-indazole-3-carbonitrile N[C@H]1[C@H]2CC[C@@H](C1)N2C=2N(C(C1=C(N2)NC=C1C1=C(C2=C(N(N=C2C=C1)CC)C#N)Cl)=O)C